ClC=1N=CC2=CC(=C3C(=C2C1)NC=N3)C=3C(=CC(=NC3)C(CC)=O)C 1-(5-{8-chloro-1H-imidazo[4,5-f]isoquinolin-4-yl}-4-methylpyridin-2-yl)propan-1-one